N1C=NC(=C2C1=NC=C2)N2CCN(CC2)CC(=O)NC2=CC(=CC=C2)S(N)(=O)=O 2-(4-{1H-pyrrolo[2,3-d]pyrimidin-4-yl}piperazin-1-yl)-N-(3-sulfamoylphenyl)acetamide